O=C1N(CCC1)[C@H](C#N)CC (S)-2-(2-oxopyrrolidin-1-yl)butanenitrile